N6-[(2R)-2-amino-2-phenyl-ethyl]-N4-[4-(dimethylamino)phenyl]-1-methyl-pyrazolo[3,4-d]pyrimidine-4,6-diamine N[C@@H](CNC1=NC(=C2C(=N1)N(N=C2)C)NC2=CC=C(C=C2)N(C)C)C2=CC=CC=C2